OC1=C(C(=CC(=C1)C(F)(F)F)C)C1=CC2=C(N=N1)N(CC2)[C@H]2[C@H](COC2)O (3R,4R)-4-(3-(2-hydroxy-6-methyl-4-(trifluoromethyl)phenyl)-5,6-dihydro-7H-pyrrolo[2,3-c]pyridazin-7-yl)tetrahydrofuran-3-ol